7-(methoxymethoxy)-2-methyl-6-(4,4,5,5-tetramethyl-1,3,2-dioxaborolan-2-yl)chromen-4-one COCOC1=C(C=C2C(C=C(OC2=C1)C)=O)B1OC(C(O1)(C)C)(C)C